trans-1-[(tert-butoxycarbonyl)amino]-3-hydroxy-3-methylcyclobutane-1-carboxylic acid methyl ester COC(=O)C1(CC(C1)(C)O)NC(=O)OC(C)(C)C